10-(3,5-dimethylphenyl)-2,4-bis(trifluoromethyl)naphtho[2',1':4,5]thieno[2,3-c]pyridine CC=1C=C(C=C(C1)C)C=1N=CC=C2C1SC1=C2C=CC=2C(=CC(=CC21)C(F)(F)F)C(F)(F)F